3-methyl-2-cycloocten-ethanol CC1=CC(CCCCC1)CCO